NC=1C(=C(C(=NC1)N(CC1=CC=C(C=C1)OC)CC1=CC=C(C=C1)OC)F)C(C)=O 1-(5-amino-2-(bis(4-methoxybenzyl)amino)-3-fluoropyridin-4-yl)ethanone